ClC=1C=C(C=CC1F)NC1=NC=NC2=CC(=C(C=C12)NC(\C=C\CN1CCC(CC1)NC(COCCNC1=C2CN(C(C2=CC=C1)=O)C1C(NC(CC1)=O)=O)=O)=O)OC (E)-N-(4-((3-chloro-4-fluorophenyl)amino)-7-methoxyquinazolin-6-yl)-4-(4-(2-(2-((2-(2,6-dioxopiperidin-3-yl)-1-oxoisoindolin-4-yl)amino)ethoxy)acetamido)piperidin-1-yl)but-2-enamide